2-methyl-Butanal CC(C=O)CC